ClC1=CC=C(C=C1)C=1C=C(C=CC1)C1OCCC(NC1=O)CN(C)C 2-[3-(4-chlorophenyl)phenyl]-5-(dimethylaminomethyl)-1,4-oxazepan-3-one